3-Hexenylacetat C(CC=CCC)CC(=O)[O-]